C(C)(C)(C)[Al](C(C)(C)C)C(C)(C)C triTertbutylAluminum